1-[6-(azetidin-1-yl)-4-methylpyridin-3-yl]-6-chloro-4-oxo-7-{5h,6h,7h-pyrrolo[3,4-b]pyridin-6-yl}-1,4-dihydro-1,8-naphthyridine-3-carboxylic acid N1(CCC1)C1=CC(=C(C=N1)N1C=C(C(C2=CC(=C(N=C12)N1CC2=NC=CC=C2C1)Cl)=O)C(=O)O)C